FC1=C(C=CC(=C1)OC)CC(=O)OC methyl 2-(2-fluoro-4-methoxy-phenyl)acetate